N1=CC=CC2=CC=C(C=C12)C(=O)[O-] quinoline-7-carboxylate